FC(C(=O)O)(F)F.FC(C(=O)O)(F)F.N1(CCCCC1)C1CCN(CC1)C(=O)OC=1C(=C2C=C(NC2=CC1)C(=O)C=1OC2=C(C1)C=C(C=C2)NC(=O)NC2=NOC(=C2)C(C)(C)C)CN2CCOCC2 2-(5-(3-(5-(tert-Butyl)isoxazol-3-yl)ureido)benzofuran-2-carbonyl)-4-(morpholinomethyl)-1H-indol-5-yl [1,4'-bipiperidine]-1'-carboxylate bis(2,2,2-trifluoroacetate)